2,2-bis(trifluoromethyl)oct-3-ene FC(C(C)(C=CCCCC)C(F)(F)F)(F)F